ClCC(=O)N1CC(C2=C1C=C(C=1N2C(=NC1)CC)CC1=CC=C(C=C1)F)(C)C 2-chloro-1-(1-ethyl-4-(4-fluorobenzyl)-8,8-dimethyl-7,8-dihydro-6H-imidazo[1,5-a]pyrrolo[2,3-e]pyridin-6-yl)ethan-1-one